C[Si]1(N([Si](N1C)(C)C)C)C hexamethyl-cyclodisilazane